tert-butyl (5S)-7-[(2S)-1-(benzyloxy)-3-methyl-1-oxobutan-2-yl]-6-oxo-2,7-diazaspiro[4.4]nonane-2-carboxylate C(C1=CC=CC=C1)OC([C@H](C(C)C)N1C([C@]2(CCN(C2)C(=O)OC(C)(C)C)CC1)=O)=O